BrC=1C(=NN2C1N=C(NC2=O)C)C 8-bromo-2,7-dimethyl-3H-pyrazolo[1,5-a][1,3,5]triazin-4-one